[F-].[F-].[F-].[F-].[F-].[Ta+5] tantalum pentafluoride